C(C)(C)(C)OC(=O)N1CCC(CC1)[C@@H](F)C1=CC(=CC=C1)COC1=C(C=C(C=C1)Cl)C#N (R)-4-((3-((4-chloro-2-cyanophenoxy)methyl)phenyl)fluoromethyl)piperidine-1-carboxylic acid tert-butyl ester